(5-methoxy-pent-1-en-1-yl)-4-(trifluoromethyl)benzene Molybdenum (IV) [Mo+4].COCCCC=CC1=CC=C(C=C1)C(F)(F)F